S(=O)(=O)([O-])[O-].N(=O)[Pd+2]N=O dinitrosopalladium sulfate